CC(=CCSC1=C(C(=O)O)C=CC=C1)C 2-((3-methylbut-2-en-1-yl)thio)benzoic acid